ClC1=NC(=C(C(=C1C#N)C1CC1)C#N)N1C[C@H](CCC1)O (S)-2-chloro-4-cyclopropyl-6-(3-hydroxypiperidin-1-yl)pyridine-3,5-dicarbonitrile